CC1=CC(=NN1)NC1=NC(=CC=2N1N=CC2)NC2CC1CCC(C2)N1CCC#N 3-((3-exo)-3-((7-((5-methyl-1H-pyrazol-3-yl)amino)pyrazolo[1,5-c]pyrimidin-5-yl)amino)-8-azabicyclo[3.2.1]octan-8-yl)propionitrile